1-bromo-4-[(1E,3E,7E)-4,8,12-trimethyltrideca-1,3,7,11-tetraenyl]benzene BrC1=CC=C(C=C1)\C=C\C=C(\CC\C=C(\CCC=C(C)C)/C)/C